C1(OCCCCCCO1)=O (1,6-hexylene) carbonate